BrC1=CC=C(C=C1)[C@H](C(=O)N1CCN(CC1)C=1C2=C(N=CN1)[C@@H](C[C@H]2C)O)CNCC2CC2 (S)-2-(4-bromophenyl)-3-(cyclopropylmethylamino)-1-(4-((5R,7R)-7-hydroxy-5-methyl-6,7-dihydro-5H-cyclopenta[d]pyrimidin-4-yl)piperazin-1-yl)propan-1-one